2,5-dimethylhex-3-en CC(C)C=CC(C)C